Cl.NC1CN(CCC1)C(=O)C1=CC2=C(N(C(=N2)C2=CC=3C(=NC(=CC3)OC)N2CC)C)C(=C1)OC (3-aminopiperidin-1-yl)(2-(1-ethyl-6-methoxy-1H-pyrrolo[2,3-b]pyridin-2-yl)-7-methoxy-1-methyl-1H-benzo[d]imidazol-5-yl)methanone hydrochloride